N-(5-((3-chlorophenoxy)methyl)pyridin-2-yl)-1-methyl-6-oxo-1,6-dihydropyridine-3-carboxamide ClC=1C=C(OCC=2C=CC(=NC2)NC(=O)C2=CN(C(C=C2)=O)C)C=CC1